OC1=CC2=C(NC(=N2)C=2C(=C(C(=C(C2)OC)O)O)C)C=C1 4-(5-hydroxy-1H-1,3-benzodiazol-2-yl)-6-methoxy-3-methylbenzene-1,2-diol